4-(4-(5-(aminomethyl)thiazol-2-yl)phenyl)-N,N-diethylbutan-1-amine hydrochloride Cl.NCC1=CN=C(S1)C1=CC=C(C=C1)CCCCN(CC)CC